3-(4-aminophenylethyl)-2-(1-(4-bromophenyl)-3-(1H-pyrrol-3-yl)-1H-pyrazol-4-yl)-5-methyl-oxazolidin-4-one NC1=CC=C(C=C1)CCN1C(OC(C1=O)C)C=1C(=NN(C1)C1=CC=C(C=C1)Br)C1=CNC=C1